2-[4-[[(3,4-dimethylpyrimidino[4',5':4,5]furo[2,3-c]pyridazin-8-yl)amino]methyl]phenyl]propan-2-ol CC1=C(C2=C(N=N1)OC1=C2N=CN=C1NCC1=CC=C(C=C1)C(C)(C)O)C